(bromomethyl)-1,3-dioxepane BrCC1OCCCCO1